FC=1C=CC(=C(C(=O)N2C3CC([C@@H]([C@@H]2CNC=2SC4=NC=CC=C4N2)C)C3)C1)N1N=CC=N1 |o1:12,13| N-{[(3R,4S) or (3S,4R)-2-[5-fluoro-2-(2H-1,2,3-triazol-2-yl)benzoyl]-4-methyl-2-azabicyclo[3.1.1]heptan-3-yl]methyl}-[1,3]thiazolo[5,4-b]pyridin-2-amine